C(C)(C)(C)OC(C1=C(C=C(C=C1)N)C(F)(F)F)=O 4-amino-2-(trifluoromethyl)benzoic acid tert-butyl ester